FC=1C(=C(C=CC1F)C(=O)N1CC(C1)C(=O)NO)NC1=C(C=C(C=C1)I)F 1-({3,4-difluoro-2-[(2-fluoro-4-iodophenyl)amino]phenyl}carbonyl)-N-hydroxyazetidine-3-carboxamide